O[C@@]12CNCC[C@@H]1C(N(C2)CC(C(=O)[O-])(C)C)=O 3-((3aR,7aS)-3a-hydroxy-1-oxooctahydro-2H-pyrrolo[3,4-c]pyridin-2-yl)-2,2-dimethylpropionate